N-(2,5-dichlorobenzoyl)-3-methoxypropionamido-D-leucine borate B(O)(O)O.ClC1=C(C(=O)N([C@H](CC(C)C)C(=O)O)NC(CCOC)=O)C=C(C=C1)Cl